N-(benzyloxycarbonyl)-4-phenyltyrosine C(C1=CC=CC=C1)OC(=O)N[C@@H](CC1=CCC(C=C1)(O)C1=CC=CC=C1)C(=O)O